C(C)(C)(C)OC(NCCC1=CC=C(C=C1)OCCCN(CC)CC)=O 4-(3-(diethylamino)propoxy)phenethylcarbamic acid tert-butyl ester